N1(CCCC1)C1CCN(CC1)C1=C(C=C(C=C1)C1(NNC(=N1)N)N)C#N 3-(4-(4-(pyrrolidin-1-yl)piperidin-1-yl)-3-cyanophenyl)-1H-1,2,4-triazole-3,5-diamine